5-((S)-2-(hydroxymethyl)piperazine-1-carbonyl)-4-phenylpyridin-2(1H)-one OC[C@H]1N(CCNC1)C(=O)C=1C(=CC(NC1)=O)C1=CC=CC=C1